4-tert-butyl-3-hydroxybenzamide C(C)(C)(C)C1=C(C=C(C(=O)N)C=C1)O